2,2-difluoroethylsulfinyl chloride FC(CS(=O)Cl)F